CN1N=NC2=C1C=CC(=C2C)C(C(C(=O)O)(C)C)C2=CC(=C(C=C2)C)CN2CC1=C(CC(C2)CC)C(=CC=C1)F 3-(1,4-Dimethyl-1H-benzo[d][1,2,3]triazol-5-yl)-3-(3-((4-ethyl-6-fluoro-4,5-dihydro-1H-benzo[c]azepin-2(3H)-yl)methyl)-4-methylphenyl)-2,2-dimethylpropanoic acid